Cl.FC1(C[C@H]2CC(C[C@H]2C1)N)F (2s,3ar,6as)-5,5-difluorohexahydro-1H-pentalene-2-amine hydrochloride